di-tert-butyl (2S)-2-[[(1S)-5-[[(2S)-2-[[(2S)-2-amino-5-tert-butoxy-5-oxo-pentanoyl]amino]-3-(2-naphthyl)propanoyl]amino]-1-tert-butoxycarbonyl-pentyl]carbamoylamino]pentanedioate N[C@H](C(=O)N[C@H](C(=O)NCCCC[C@@H](C(=O)OC(C)(C)C)NC(=O)N[C@H](C(=O)OC(C)(C)C)CCC(=O)OC(C)(C)C)CC1=CC2=CC=CC=C2C=C1)CCC(=O)OC(C)(C)C